4,4'-((azanediylbis(methylene))bis(6-methoxyisoindoline-5,2-diyl))bis(4-oxobutanoic acid) N(CC=1C=C2CN(CC2=CC1OC)C(CCC(=O)O)=O)CC=1C=C2CN(CC2=CC1OC)C(CCC(=O)O)=O